5-(5-(1,3-dioxolan-2-yl)thiophen-2-yl)pentan-1-ol O1C(OCC1)C1=CC=C(S1)CCCCCO